5-Bromo-7-fluorobenzo[d]Oxazole BrC=1C=C(C2=C(N=CO2)C1)F